C1(CC1)C1=NC=CC(=N1)N1CCC2(C(N3[C@H](O2)CC[C@H]3C3=CC=CC=C3)=O)CC1 (5'S,7a'R)-1-(2-cyclopropylpyrimidin-4-yl)-5'-phenyltetrahydro-3'H-spiro[piperidine-4,2'-pyrrolo[2,1-b][1,3]oxazol]-3'-one